CCCCCC(C)O heptan-6-ol